6-(2-hydroxypropan-2-yl)-4-(trifluoromethyl)isoindolin-1-one OC(C)(C)C1=CC(=C2CNC(C2=C1)=O)C(F)(F)F